C(C1=CC=CC=C1)OC=1C(=C(C(=CC1)OC)CC(CC)NC(OC(C)(C)C)=O)F tert-butyl (1-(3-(benzyloxy)-2-fluoro-6-methoxyphenyl)butan-2-yl)carbamate